1-((cis-4-((3-amino-6-(2-hydroxyphenyl)pyridazin-4-yl)ethynyl)cyclohexyl)methyl)-7'-(2,6-dioxopiperidin-3-yl)-2'H-spiro[piperidin-4,3'-pyrano[2,3-f]isoindole]-6',8'(4'H,7'H)-dione NC=1N=NC(=CC1C#C[C@H]1CC[C@H](CC1)CN1CCC2(CC=3C(=CC=4C(N(C(C4C3)=O)C3C(NC(CC3)=O)=O)=O)OC2)CC1)C1=C(C=CC=C1)O